NC1=C(C=NN1C=1C=NC(=CC1C)OC1=C(C=CC=C1F)F)C(=O)C1=CC2=C3CCN(CC3=CC=C2N1)C1COC1 (5-amino-1-{6-[(2,6-difluorophenyl)oxy]-4-methylpyridin-3-yl}pyrazol-4-yl)[7-(oxetan-3-yl)-6,7,8,9-tetrahydro-3H-pyrrolo[3,2-f]isoquinolin-2-yl]methanone